FC=1C=C(C=C(C1CC1=NSC(=N1)CC)F)C1=CC=CC=C1 3-((3,5-difluoro-[1,1'-biphenyl]-4-yl)methyl)-5-ethyl-1,2,4-thiadiazole